NC=1C(=C(C2=C(OCCO2)C1)F)C(C)=O 1-(7-amino-5-fluoro-2,3-dihydrobenzo[b][1,4]dioxin-6-yl)ethan-1-one